COC=1C(=C2C=CNC2=C(C1)C)CN1[C@@H](C[C@@H](CC1)NCC(F)(F)F)C1=C(C(=O)O)C=CC=C1 (2S,4R)-(1-((5-methoxy-7-methyl-1H-indol-4-yl)methyl)-4-((2,2,2-trifluoroethyl)amino)piperidin-2-yl)benzoic acid